ClC1=CC(=NC=N1)NCC=1N=C2N(C=C(C=C2)C(C)C)C1 6-chloro-N-((6-isopropylimidazo[1,2-a]pyridin-2-yl)methyl)pyrimidin-4-amine